(1S,3S,5S)-2-(2-(3-acetyl-5-(2-methylpyrimidin-5-yl)-1H-indazol-1-yl)acetyl)-N-(6-bromo-3-methylpyridin-2-yl)-5-((dimethyl-amino)methyl)-2-azabicyclo[3.1.0]hexane-3-carboxamide C(C)(=O)C1=NN(C2=CC=C(C=C12)C=1C=NC(=NC1)C)CC(=O)N1[C@H]2C[C@]2(C[C@H]1C(=O)NC1=NC(=CC=C1C)Br)CN(C)C